[3-({[1-sec-Butyl-5-(3-phenylpropyl)-1H-pyrrole-2-yl]carbonyl}amino)-4-(trifluoromethyl)phenyl]acetic acid C(C)(CC)N1C(=CC=C1CCCC1=CC=CC=C1)C(=O)NC=1C=C(C=CC1C(F)(F)F)CC(=O)O